6-chloro-N-{3-methyl-4-[(1-methyl-1,3-benzodiazol-5-yl)oxy]phenyl}pyrido[3,4-d]pyrimidin-4-amine ClC1=CC2=C(N=CN=C2NC2=CC(=C(C=C2)OC2=CC3=C(N(C=N3)C)C=C2)C)C=N1